methyl 4-[benzyl(methyl)amino]piperidine-1,2-dicarboxylate C(C1=CC=CC=C1)N(C1CC(N(CC1)C(=O)OC)C(=O)[O-])C